benzyl N-((((bis(benzyloxy)phosphoryl)oxy)methoxy)carbonyl)-N-(2-(methylamino)ethyl)glycinate C(C1=CC=CC=C1)OP(=O)(OCC1=CC=CC=C1)OCOC(=O)N(CC(=O)OCC1=CC=CC=C1)CCNC